1-(4-(5-((4-amino-2-butoxyimidazo[2,1-f][1,2,4]triazin-7-yl)methyl)-3-methylpyridin-2-yl)piperazin-1-yl)-2-(diethylamino)ethan-1-one NC1=NC(=NN2C1=NC=C2CC=2C=C(C(=NC2)N2CCN(CC2)C(CN(CC)CC)=O)C)OCCCC